NC1=NC=2C=C(C(=CC2C2=C1C=NN2C)C(=O)N(C)[C@@H](C)C2=NC=C(C=C2)F)Cl 4-amino-7-chloro-N-((1S)-1-(5-fluoro-2-pyridinyl)ethyl)-N,1-dimethyl-1H-pyrazolo[4,3-c]quinoline-8-carboxamide